C(C1=CC=CC=C1)OC(=O)N[C@H](C(=O)O)CN1N=C2C=CC(=CC2=C1)OCCC1=NC=2NCCCC2C=C1 (S)-2-(((benzyloxy)carbonyl)amino)-3-(5-(2-(5,6,7,8-tetrahydro-1,8-naphthyridin-2-yl)ethoxy)-2H-indazol-2-yl)propionic acid